3-((13S,15R)-3-fluoro-13-methyl-17-oxo-7,8,9,11,12,13,14,15,16,17-decahydro-6H-cyclopenta[a]phenanthren-15-yl)-N-(4-methoxypyridin-2-yl)propanamide FC=1C=CC=2C3CC[C@@]4(C(C[C@H](C4C3CCC2C1)CCC(=O)NC1=NC=CC(=C1)OC)=O)C